1-(3-chlorophenyl)-3-buten-1-ol ClC=1C=C(C=CC1)C(CC=C)O